C/C(/C=O)=C\C(CC=C(C)C)(C1=CSC(=C1)C)C (E)-2,4,7-trimethyl-4-(5-methylthiophen-3-yl)octa-2,6-dienal